FC=1C(=CC=2C3=C(NC(C2C1)=O)COCC3N(C(=O)C3=CC1=NC(=CC=C1N3)F)C)F N-(8,9-difluoro-6-oxo-1,4,5,6-tetrahydro-2H-pyrano[3,4-c]isoquinolin-1-yl)-5-fluoro-N-methyl-1H-pyrrolo[3,2-b]pyridine-2-carboxamide